N1CCOCC1.N1=CN=CC2=C1C=CS2=O thienopyrimidone compound with morpholine